ClC=1C=C(C(=C(C1)C=1C(=NN(C1)C1=C(C=C(C=C1)N1CC(N(CC1)C(=O)OC(C)(C)C)(C)C)F)C1=CC=NC=C1)F)NS(=O)(=O)N1CCCC1 tert-butyl 4-[4-(4-{5-chloro-2-fluoro-3-[(pyrrolidine-1-sulfonyl)amino]phenyl}-3-(pyridin-4-yl)pyrazol-1-yl)-3-fluorophenyl]-2,2-dimethylpiperazine-1-carboxylate